ClC1=CC(=C(C=C1)C1OC2=C(C=CC=C2C(=C1)F)N1CCN(CC1)CC1=NC2=C(N1C[C@H]1OCC1)C=C(C=C2)C(=O)O)F 2-((4-(2-(4-chloro-2-fluorophenyl)-4-fluoro-2H-chromene-8-yl)piperazin-1-yl)methyl)-1-(((S)-oxetan-2-yl)methyl)-1H-benzo[d]imidazole-6-carboxylic acid